NC=1N(C(C=2C=C(C(=NC2C1C(=O)NCC1=C(C=C(C=C1)OC)OC)NC1=NC=C(C=N1)C)C)=O)C1=C2C=NNC2=CC=C1C 7-amino-N-(2,4-dimethoxybenzyl)-3-methyl-6-(5-methyl-1H-indazol-4-yl)-2-((5-methylpyrimidin-2-yl)amino)-5-oxo-5,6-dihydro-1,6-naphthyridine-8-carboxamide